6-chloro-1-isobutyl-1H-pyrazolo[3,4-b]pyridine ClC1=CC=C2C(=N1)N(N=C2)CC(C)C